FC=1C=C(C2=C(CC(CO2)=O)C1)F 6,8-difluoro-2,4-dihydro-1-benzopyran-3-one